OC1=C(C(N(C=C1)C)=O)NC(N[C@@H](CC(=O)OCC)C=1C=C(C(=CC1)OC)C1=CC(=CC=C1)OC(F)(F)F)=O Ethyl (S)-3-(3-(4-Hydroxy-1-methyl-2-oxo-1,2-dihydropyridin-3-yl)ureido)-3-(6-methoxy-3'-(trifluoromethoxy)biphenyl-3-yl)propanoat